OC1=C(C=C(C=C1)CCC(C1=CC(=C(C=C1)O)S(=O)(=O)[O-])=O)S(=O)(=O)[O-].C(C)[NH+](CC)CC.C(C)[NH+](CC)CC Triethylammonium 2-hydroxy-5-[2-(4-hydroxy-3-sulfonatobenzoyl)ethyl]-benzenesulfonate